terphenyl butyrate (terphenyl-butyrate) C=1(C(=CC=CC1)CCCC(=O)O)C=1C(=CC=CC1)C1=CC=CC=C1.C(CCC)(=O)O.C1(=CC=CC=C1)C=1C(=CC=CC1)C1=CC=CC=C1